C(#N)[C@H]1[C@@H](COCC1)N1N=C(C(=C1)C(=O)N)NC=1C=C(C2=C(C=C(B(O2)O)C)C1)C 1-[trans-4-cyanotetrahydro-2H-pyran-3-yl]-3-[(2-hydroxy-3,8-dimethyl-1,2-benzoxaborinin-6-yl)amino]pyrazole-4-carboxamide